C(C=C)(=O)N1C[C@@H]2COC3=C(C(N2CC1)=O)C(=NC(=C3Cl)C3=C(C=CC=C3O)F)N3[C@H](CN(CC3)C3CC3)C (6aR)-8-acryloyl-4-chloro-1-((S)-4-cyclopropyl-2-methylpiperazin-1-yl)-3-(2-fluoro-6-hydroxyphenyl)-6,6a,7,8,9,10-hexahydro-12H-pyrazino[2,1-c]pyrido[3,4-f][1,4]oxazepin-12-one